OCC1CN(C1)C(=O)NC=1SC=C(N1)[C@@](C)(C#C)C1=CC=C(C=C1)OC (S)-3-(hydroxymethyl)-N-(4-(2-(4-methoxyphenyl)but-3-yn-2-yl)thiazol-2-yl)azetidine-1-carboxamide